C(C1CO1)N(CC1CO1)CC1(CC(CCC1)CN(CC1CO1)CC1CO1)C(=O)NCC1=CC=CO1 1,3-bis(N,N-diglycidyl-aminomethyl)cyclohexaneformylfurfuryl-amine